BrC=1C(=CC(=C(N)C1)C(=C)C1CC1)Cl 5-bromo-4-chloro-2-(1-cyclopropylethenyl)aniline